(1S,5R)-3-(8-cyanoquinolin-5-yl)-5-(trifluoromethyl)-3-azabicyclo[3.1.0]hexane-1-carboxamide C(#N)C=1C=CC(=C2C=CC=NC12)N1C[C@@]2(C[C@@]2(C1)C(F)(F)F)C(=O)N